(S)-1-(Toluene-4-sulfonyl)-pyrrolidine-2-carboxylic acid (4-chloro-benzyl)-(3-methoxy-cyclohexyl)-amide ClC1=CC=C(CN(C(=O)[C@H]2N(CCC2)S(=O)(=O)C2=CC=C(C)C=C2)C2CC(CCC2)OC)C=C1